2-(3-((4-chlorobutyramido)methyl)bicyclo[1.1.1]Pentane-1-yl)-3-oxohexahydroimidazo[1,5-a]Pyrazine-7(1H)-carboxylic acid tert-butyl ester C(C)(C)(C)OC(=O)N1CC2N(CC1)C(N(C2)C21CC(C2)(C1)CNC(CCCCl)=O)=O